(l)-2,4,6-Triphenylpyrane perchlorate Cl(=O)(=O)(=O)O.C1(=CC=CC=C1)C1OC(=CC(=C1)C1=CC=CC=C1)C1=CC=CC=C1